ClC=1C=CC(=CC1)OCC#C 5-chloro-2-(prop-2-yn-1-yloxy)benzene